BrC1=CC=C(OCC2OC(COC2)COCC(F)F)C=C1 2-((4-Bromophenoxy)methyl)-6-((2,2-difluoroethoxy)methyl)-1,4-dioxane